1-(3-aminopropyl)-2,5-dihydro-1H-pyrrole-2,5-dione hydrochloride Cl.NCCCN1C(C=CC1=O)=O